bis-(p-hydroxy-cis-styryl)methane OC1=CC=C(\C=C/C\C=C/C2=CC=C(C=C2)O)C=C1